N[C@H](C(=O)NCCC(=O)N[C@H](CCC(=O)OCC1=CC=CC=C1)C(=O)OCC1=CC=CC=C1)CCN(C(CO)=O)[C@H](C(C)(C)C)C=1N(C=C(C1)C1=C(C=CC(=C1)F)F)CC1=CC=CC=C1 Dibenzyl N-{(2S)-2-amino-4-[{(1R)-1-[1-benzyl-4-(2,5-difluorophenyl)-1H-pyrrol-2-yl]-2,2-dimethylpropyl}(hydroxyacetyl)amino]butanoyl}-beta-alanyl-D-glutamate